methyl 2-((tert-butoxycarbonyl)amino)-5-((cyclopropylamino)methyl)thiazole-4-carboxylate C(C)(C)(C)OC(=O)NC=1SC(=C(N1)C(=O)OC)CNC1CC1